CC1(CCNC2=CC=C(C=C12)C#CC1=CC=CC=C1)C 4,4-dimethyl-6-(phenylethynyl)-1,2,3,4-tetrahydroquinoline